O=C1NC2(C(N1)=O)C(CCC2)CC2=C(C=CC(=C2)S(=O)(=O)N)C2=C(C(=C(C=C2)F)F)F ((2,4-dioxo-1,3-diazaspiro[4.4]nonane-6-yl)methyl)-2',3',4'-trifluoro-[1,1'-biphenyl]-4-sulfonamide